2-(5-nitrothiophen-3-yl)acetic acid [N+](=O)([O-])C1=CC(=CS1)CC(=O)O